[18F]C1=C(C=C(CNC(=N)N)C=C1)I 4-[18F]-fluoro-3-iodobenzyl-guanidine